(5-chloro-4-(1-(methylsulfonyl)-1H-pyrazol-4-yl)pyrimidin-2-yl)-2-methyl-3-(4-(8-methyl-3,8-diazabicyclo[3.2.1]oct-3-yl)piperidin-1-yl)-2H-indazol-6-amine ClC=1C(=NC(=NC1)C=1C2=C(N(N=C2C=C(C1)N)C)N1CCC(CC1)N1CC2CCC(C1)N2C)C=2C=NN(C2)S(=O)(=O)C